guanidine glutamate N[C@@H](CCC(=O)O)C(=O)O.NC(=N)N